4,4-bis(4-aminophenyl)benzene NC1=CC=C(C=C1)C1(CC=CC=C1)C1=CC=C(C=C1)N